{4-[4-(tert-butoxycarbonyl)piperazin-1-yl]phenyl}boronic acid C(C)(C)(C)OC(=O)N1CCN(CC1)C1=CC=C(C=C1)B(O)O